FC1=C(C(=CC(=C1)C1=NC=CC(=N1)OCCC)F)N1CC(CC1)CC(=O)O 2-{1-[2,6-difluoro-4-(4-propoxy-pyrimidin-2-yl)phenyl]pyrrolidin-3-yl}acetic acid